2-((4,4-difluoro-4,5,6,7-tetrahydropyrazolo[1,5-a]pyridin-2-yl)amino)-6-((6-methoxypyrazolo[1,5-a]pyridin-3-yl)oxy)-1-methyl-1H-imidazo[4,5-b]pyridine-7-carbonitrile FC1(C=2N(CCC1)N=C(C2)NC=2N(C=1C(=NC=C(C1C#N)OC=1C=NN3C1C=CC(=C3)OC)N2)C)F